6-(4-((R)-2-methoxy-2-phenylacetyl)piperazin-1-yl)pyridin CO[C@@H](C(=O)N1CCN(CC1)C1=CC=CC=N1)C1=CC=CC=C1